methyl 3-methyl-5-oxohexanoate CC(CC(=O)OC)CC(C)=O